8-(1-(2,2-difluoroethyl)-1H-pyrazolo[3,4-b]pyrazin-6-yl)-2-((6-(trifluoromethoxy)pyridin-3-yl)methyl)-2,8-diazaspiro[4.5]decan-3-one FC(CN1N=CC=2C1=NC(=CN2)N2CCC1(CC(N(C1)CC=1C=NC(=CC1)OC(F)(F)F)=O)CC2)F